1-phenyl-2-amino-1,3-propanediol dibenzoate C(C1=CC=CC=C1)(=O)OC(C(COC(C1=CC=CC=C1)=O)N)C1=CC=CC=C1